2-amino-4,6-dimorpholinopyridine NC1=NC(=CC(=C1)N1CCOCC1)N1CCOCC1